COC=1C=CC(=C(C1)O)C=NNC=1C2=C(N=CN1)C(=NC=N2)NC2=CC=C(C=C2)OC(F)(F)F 5-methoxy-2-((2-(8-((4-(trifluoromethoxy)phenyl)amino)pyrimido[5,4-d]pyrimidin-4-yl)hydrazineylidene)methyl)phenol